N-[4-(3-chlorophenoxy)-3-sulfamylphenyl]-2-(2,6-dichlorophenyl)propanamide ClC=1C=C(OC2=C(C=C(C=C2)NC(C(C)C2=C(C=CC=C2Cl)Cl)=O)S(N)(=O)=O)C=CC1